FC([C@@H](N1C[C@@H]([C@H](C1)NC(=O)NCCCCCCCCCCC)OC)C1=CC=C(C(=O)OC)C=C1)(F)F methyl 4-((S)-2,2,2-trifluoro-1-((3S,4S)-3-methoxy-4-(3-undecylureido)pyrrolidin-1-yl)ethyl)benzoate